C(#N)C1=CN=CC(=N1)C1=CC(=C(C=C1)NC(C(CC)C=1N=C(SC1)NS(=O)(=O)C1CC1)=O)F N-(4-(6-cyanopyrazin-2-yl)-2-fluorophenyl)-2-(2-(cyclopropanesulfonamido)thiazol-4-yl)butanamide